BrC1=C(C(=C(C(=O)OC)C=C1)F)C=O methyl 4-bromo-2-fluoro-3-formylbenzoate